5-METHYL-1-(7H-PURIN-6-YL)-1H-PYRAZOLE-4-CARBALDEHYDE CC1=C(C=NN1C1=C2NC=NC2=NC=N1)C=O